N-[(2,3-dimethoxyphenyl)methyl]-1-[2-(1-piperidyl)-4-pyridyl]-methanamin COC1=C(C=CC=C1OC)CNCC1=CC(=NC=C1)N1CCCCC1